ClC1=C(C=C(C=C1)NC(=O)C=1OC2=C(C1)C(=CC=C2)N2C[C@H]1CC[C@@H](C2)N1S(=O)(=O)C1=CC(=C(C=C1)F)Cl)C(F)(F)F N-(4-chloro-3-(trifluoromethyl)phenyl)-4-((1r,5s)-8-((3-chloro-4-fluorophenyl)sulfonyl)-3,8-diazabicyclo[3.2.1]octane-3-yl)benzofuran-2-carboxamide